BrC1=CC=C(C=C1)N1N=C(C(=C1)[C@H]1O[C@H](C(N1CCC1=CC=C(C=C1)CNS(=O)=O)=O)C)C1=CC=C(C=C1)F N-(4-(2-((2R,5S)-2-(1-(4-bromophenyl)-3-(4-fluorophenyl)-1H-pyrazol-4-yl)-5-methyl-4-oxooxazolidine-3-yl)ethyl)phenyl)methylsulfonamide